2-(2,6-dichlorobenzamido)-3-(2-(2-(5,6,7,8-tetrahydro-1,8-naphthyridin-2-yl)ethyl)benzo[d]oxazol-5-yl)propanoic acid ClC1=C(C(=O)NC(C(=O)O)CC=2C=CC3=C(N=C(O3)CCC3=NC=4NCCCC4C=C3)C2)C(=CC=C1)Cl